N-(1,3-Dihydro-isobenzofuran-5-yl-methyl)-2-ethylsulfanyl-4-methyl-6-morpholin-4-yl-pyridine-3-carboxylic acid amide C1OCC2=CC(=CC=C12)CNC(=O)C=1C(=NC(=CC1C)N1CCOCC1)SCC